(S)-2-amino-N-((S)-1-hydroxy-3-((S)-2-oxopyrrolidin-3-yl)propan-2-yl)pentanamide N[C@H](C(=O)N[C@H](CO)C[C@H]1C(NCC1)=O)CCC